(5s,7s)-2-(5-bromopyridin-2-yl)-2-azaadamantane-5-carboxylic acid BrC=1C=CC(=NC1)N1C2CC3CC(CC1C3)(C2)C(=O)O